ClC1=CC=C(C=C1)C1=N[C@H](C=2N(C3=C1C(=C(S3)C)C)C(=NN2)C)CC(=O)NCC2=CC=C(C=C2)NC(\C=C\C=2C=NC=CC2)=O (6S)-4-(4-chlorophenyl)-N-[4-[[(2E)-3-(3-pyridinyl)-1-oxo-2-propen-1-yl]amino]benzyl]-2,3,9-trimethyl-6H-thieno[3,2-f][1,2,4]triazolo[4,3-a][1,4]diazepine-6-acetamide